5'-phenylacetyluridine C1(=CC=CC=C1)CC(=O)C([C@@H]1[C@H]([C@H]([C@@H](O1)N1C(=O)NC(=O)C=C1)O)O)O